5-((4-((4-bromothiazol-2-yl)methyl)-6-fluoro-1H-indol-5-yl)oxy)-2-fluoro-benzimidamide BrC=1N=C(SC1)CC1=C2C=CNC2=CC(=C1OC=1C=CC(=C(C(N)=N)C1)F)F